ClC=1C(=NC=C(C(=O)NC2=CC=C(C=C2)[C@@H]2CNCCO2)C1)Cl |r| (RS)-5,6-Dichloro-N-(4-(morpholin-2-yl)-phenyl)-nicotinamid